CC1=C(C=C(C=C1)NC(=O)C1=CC2=C(OCCO2)C=C1)NC(=O)C1=CC2=C(S1)C=C(C=C2)OCC2=NC=CC=C2 N-(4-Methyl-3-(6-(pyridin-2-ylmethoxy)benzo[b]thiophene-2-carboxamido)phenyl)-2,3-dihydrobenzo[b][1,4]dioxine-6-carboxamide